FC(C1=C(C=CC(=N1)C(=O)N1CC([C@H]([C@@]12CC(CC2)(F)F)O)(F)F)F)F (6-(difluoromethyl)-5-fluoropyridin-2-yl)((4S,5R)-3,3,7,7-tetrafluoro-4-hydroxy-1-azaspiro[4.4]nonan-1-yl)methanone